1'-biphenylamide C1(=CC=CC=C1)C1(CC=CC=C1)C(=O)N